Cl[C@H](C(=O)O)CC(C)C (S)-2-chloro-4-methylpentanoic acid